tert-butyl (5S)-5-(((2S)-4-(cyclopropylamino)-3-hydroxy-4-oxo-1-((S)-2-oxopyrrolidin-3-yl)butan-2-yl)carbamoyl)-6-azaspiro[2.5]octane-6-carboxylate C1(CC1)NC(C([C@H](C[C@H]1C(NCC1)=O)NC(=O)[C@@H]1CC2(CC2)CCN1C(=O)OC(C)(C)C)O)=O